N1CCOCC=2C=NC=3C=CC=CC3C21 dihydro-[1,4]oxazepino[6,5-c]quinoline